BrC1=C(C(=CC=C1)Br)C(F)F 1,3-dibromo-2-(difluoromethyl)benzene